N-(2-(1-chloroethyl)phenyl)-4-methylbenzenesulfonamide ClC(C)C1=C(C=CC=C1)NS(=O)(=O)C1=CC=C(C=C1)C